8-chloro-2-(pyrrolidin-3-yl)quinazolin-4(3H)-one ClC=1C=CC=C2C(NC(=NC12)C1CNCC1)=O